C=1SC=C2C1C(CC2=O)=O 4H-cyclopenta[c]thiophene-4,6(5H)-dione